C(#N)C=1C=C(C=CC1OCCC)C=1SC(=C(N1)C)C(=O)O 2-[3-cyano-4-n-propoxyphenyl]-4-methylthiazole-5-carboxylic acid